FC(S(=O)(=O)NC=1C=C(C=CC1)CNC(C1=CC(=CC=C1)C1=NC(=CN=C1)OCC)=O)F N-[[3-(difluoromethanesulfonamido)phenyl]methyl]-3-(6-ethoxypyrazin-2-yl)benzamide